C(C)(C)(C)OC(=O)N[C@H](C(=O)O)C(C)(C)C (2s)-2-{[(tert-butoxy)carbonyl]amino}-3,3-dimethylbutanoic acid